ClC1=C(C=C(C=C1)NC(=O)NC1=CC(=CC=C1)C(=O)C=1C=C2N=C(C=NC2=CC1)N1CCOCC1)C(F)(F)F 1-(4-chloro-3-(trifluoromethyl)phenyl)-3-(3-(3-morpholinoquinoxaline-6-carbonyl)phenyl)urea